N-cyclopropyl-2-(difluoromethoxy)-4-[7-[2-hydroxy-3-[3-hydroxy-3-(trifluoromethyl)azetidin-1-yl]propoxy]imidazo[1,2-a]pyridin-3-yl]-6-methoxy-benzamide C1(CC1)NC(C1=C(C=C(C=C1OC)C1=CN=C2N1C=CC(=C2)OCC(CN2CC(C2)(C(F)(F)F)O)O)OC(F)F)=O